CS(=O)(=O)C=1C=CC(=C(C(=O)N2C3CC3CC2C(=O)N)C1)NC(C)C 2-(5-(methylsulfonyl)-2-(2-propylamino)benzoyl)-2-azabicyclo[3.1.0]hexane-3-carboxamide